3-((5-(4-fluorophenyl)-2-methyl-1,1-dioxido-7-(trifluoromethyl)-4,5-dihydro-2H-spiro[benzo[f][1,2,5]thiadiazepine-3,1'-cycloheptan]-8-yl)oxy)-2,2-dimethylpropanoic acid FC1=CC=C(C=C1)N1CC2(CCCCCC2)N(S(C2=C1C=C(C(=C2)OCC(C(=O)O)(C)C)C(F)(F)F)(=O)=O)C